(9aR,10S)-10-((R)-(4-fluorophenyl)(4-(trifluoromethyl)phenyl)methyl)-4-hydroxy-8,9,9a,10-tetrahydro-7H-pyrrolo[1',2':4,5]pyrazino[1,2-b]pyridazine-3,5-dione FC1=CC=C(C=C1)[C@H]([C@H]1[C@@H]2N(C(C=3N1N=CC(C3O)=O)=O)CCC2)C2=CC=C(C=C2)C(F)(F)F